Cl.FC1(CCC2=C(C=CC=C12)[C@@H](C)NC1=NC(=NC2=CC=C(C=C12)N(C=1C=C(C(=NC1)O)CC(=O)N(C)C)C)C)F (R)-2-(5-((4-((1-(1,1-difluoro-2,3-dihydro-1H-inden-4-yl)ethyl)amino)-2-methylquinazolin-6-yl)(methyl)amino)-2-hydroxypyridin-3-yl)-N,N-dimethyl-Acetamide hydrochloride